phenyl (4-(2-(4-bromophenyl)propan-2-yl)thiazol-2-yl)carbamate BrC1=CC=C(C=C1)C(C)(C)C=1N=C(SC1)NC(OC1=CC=CC=C1)=O